O=C1C=2N(CC3OCCCN31)C=C(C(C2C2=CC=C(C=C2)C)=O)C(=O)O 6,8-dioxo-7-(p-tolyl)-3,4,6,8,12,12a-hexahydro-2H-pyrido[1',2':4,5]pyrazino[2,1-b][1,3]oxazine-9-carboxylic acid